1-methyl-3-(((2s,3r)-2-methyloxetan-3-yl)oxy)-4-nitro-1H-pyrazole CN1N=C(C(=C1)[N+](=O)[O-])O[C@H]1[C@@H](OC1)C